3-iodo-4-methyl-N-(pyridin-2-yl)benzamide IC=1C=C(C(=O)NC2=NC=CC=C2)C=CC1C